OC1=C(C=O)C(=CC=C1)SC 2-HYDROXY-6-(METHYLTHIO)BENZALDEHYDE